N1=C(C=NC=C1)C1=NC=CN=C1 pyrazinyl-(pyrazine)